tert-butyl-2',6'-dimethylmethylacetophenone C(C)(C)(C)C(C(=O)C1=C(C=CC=C1C)C)C